(R)-4-cyanophenyl ethylene oxide C(#N)C1=CC=C(C=C1)[C@@H]1CO1